(furan-2-yl)propanamide O1C(=CC=C1)C(C(=O)N)C